ClC=1C=C(C=2N(C1)C=C(N2)CNC(=O)[C@H]2N(C[C@@H](C2)O)C([C@H](C(C)(C)C)N2N=NC(=C2)C2CC2)=O)C (2S,4r)-N-[(6-chloro-8-methyl-imidazo[1,2-a]pyridin-2-yl)methyl]-1-[(2S)-2-(4-cyclopropyltriazol-1-yl)-3,3-dimethyl-butyryl]-4-hydroxy-pyrrolidine-2-carboxamide